(2-methylpyridin-4-yl)ethane CC1=NC=CC(=C1)CC